tert-butyl 4-amino-4-{[2-(dimethylamino)ethyl]carbamoyl}piperidine-1-carboxylate NC1(CCN(CC1)C(=O)OC(C)(C)C)C(NCCN(C)C)=O